C(C)(C)(C)NC(=O)C1=CC(=CC=C1)C(=O)NCC1=C(C=CC=C1)O N1-tert-Butyl-N3-[(2-hydroxyphenyl)methyl]benzene-1,3-dicarboxamide